C=C1C(C=CC2=CC=CC=C12)C 1-methylene-2-methylnaphthalene